COCCNC(=O)C1=NN2C(CN(CCC2)C(=O)OC(C)(C)C)=C1 tert-butyl 2-(2-methoxyethylcarbamoyl)-4,6,7,8-tetrahydropyrazolo[1,5-a][1,4]diazepine-5-carboxylate